4-cyclopropyl-N-(2-methylpyridin-4-yl)-3-(1-oxo-1,2-dihydroisoquinolin-5-yl)isothiazole-5-carboxamide C1(CC1)C=1C(=NSC1C(=O)NC1=CC(=NC=C1)C)C1=C2C=CNC(C2=CC=C1)=O